N1C=NC(=C1)CCNC1=NC(=NC2=CC=CC=C12)NCCC1=CC=C(C=C1)F N4-(2-(1H-imidazol-4-yl)ethyl)-N2-(4-fluorophenethyl)quinazoline-2,4-diamine